3-carboxypropan C(=O)(O)CCC